FC=1C(=C(NC2=C(NC3=C2C(NCC3)=O)C3=C(C=NC=C3)OCC3CN(CCO3)C)C=CC1)C 3-(3-Fluoro-2-methylanilino)-2-{3-[(4-methylmorpholin-2-yl)methoxy]pyridin-4-yl}-1,5,6,7-tetrahydro-4H-pyrrolo[3,2-c]pyridin-4-one